(S)-1-(1-(1H-imidazol-4-yl)ethyl)-7-bromo-4-(dimethylamino)quinazolin-2(1H)-one N1C=NC(=C1)[C@H](C)N1C(N=C(C2=CC=C(C=C12)Br)N(C)C)=O